NC1=NN(C2=NC(=CN=C21)C(=O)OC)CC2=CC=CC=C2 methyl 3-amino-1-benzyl-1H-pyrazolo[3,4-b]pyrazine-6-carboxylate